N-(4-cyclopropyl-5-nitrothiazol-2-yl)acetamide C1(CC1)C=1N=C(SC1[N+](=O)[O-])NC(C)=O